[I-].[SH+]1C=CC=CC=CC=C1 thioninium iodide